C1(CC1)C1=C(C(=NO1)C1=C(C=CC=C1Cl)Cl)C(=O)O[C@H]1[C@@H]2CN([C@H](C1)C2)C2=CC=C(C=C2)C=2N=NNN2 (1S,4S,5R)-2-[4-(2H-1,2,3,4-tetrazol-5-yl) phenyl]-2-azabicyclo[2.2.1]heptan-5-yl 5-cyclopropyl-3-(2,6-dichlorophenyl)-1,2-oxazole-4-carboxylate